N1(CCC1)C=1C=CC(=C(C1)CO)F (5-(azetidin-1-yl)-2-fluorophenyl)methanol